COC1=CC=C(C(=N1)C=O)C (6-methoxy-3-methyl-2-pyridinyl)methanone